4-(4-fluorophenyl)piperazine-1-sulfonyl azide FC1=CC=C(C=C1)N1CCN(CC1)S(=O)(=O)N=[N+]=[N-]